C(CCCCCCCCCCCO)O 1,12-Dodecan-Diol